ClC1=CC(=C(C=C1C#N)NS(=O)(=O)C=1C=C(C(=O)O)C=CC1C1CC1)OC1C(CC1)C1CC1 3-(N-(4-chloro-5-cyano-2-(2-cyclopropylcyclobutoxy)phenyl)sulfamoyl)-4-cyclopropyl-benzoic acid